ClC=1C(=CC(=C(C1)NC1=NC=NC(=C1)N1OCC[C@@H]1C1=CC=CC=C1)OC)N1CCC(CC1)N1CCN(CC1)C (R)-N-(5-chloro-2-methoxy-4-(4-(4-methylpiperazin-1-yl)piperidin-1-yl)phenyl)-6-(3-phenylisoxazolidin-2-yl)pyrimidin-4-amine